NC1=NC=NN2C1=CC=C2[C@H]2[C@@]([C@@H]([C@](O2)(CO)N=[N+]=[N-])O)(O)C (2R,3S,4R,5S)-5-(4-aminopyrrolo[2,1-f][1,2,4]triazin-7-yl)-2-azido-2-(hydroxymethyl)-4-methyltetrahydrofuran-3,4-diol